CC1=CC=C(C=C1)S(=O)(=O)O 4-Methylbenzene-sulfonic acid